(3S,7R,7aR)-3-(di(prop-2-yn-1-yl)carbamoyl)-2,2-dimethyl-5-oxohexahydroimidazo[5,1-b]thiazole-7-carboxylic acid C(C#C)N(C(=O)[C@@H]1N2[C@H](SC1(C)C)[C@H](NC2=O)C(=O)O)CC#C